3-(1-oxo-4-(quinolin-3-ylmethoxy)isoindolin-2-yl)piperidine-2,6-dione O=C1N(CC2=C(C=CC=C12)OCC=1C=NC2=CC=CC=C2C1)C1C(NC(CC1)=O)=O